ClC=1C=C(C(=O)N2CC=3C(=NN4C3C(N(C=C4)[C@H](C)C4=CC=C(C=C4)OC(F)F)=O)C[C@H]2C)C=CC1Cl |o1:17| (R)-2-(3,4-dichlorobenzoyl)-9-((R*)-1-(4-(difluoromethoxy)phenyl)ethyl)-3-methyl-1,2,3,4-tetrahydropyrido[4',3':3,4]pyrazolo[1,5-a]pyrazin-10(9H)-one